COC1=NC(=CC=C1NC1=NC2=C(C=CC=C2C=N1)C1=NC=CC(=C1)NC(C=C)=O)NC1CNCC1 N-(2-(2-((2-methoxy-6-(pyrrolidin-3-ylamino)pyridin-3-yl)amino)quinazolin-8-yl)pyridin-4-yl)acrylamide